FC1=C(C=C2N=CC=NC2=C1)CNC=1C=NC=CC1N1[C@@H](CNCC1)C (R)-N-((7-fluoroquinoxalin-6-yl)methyl)-4-(2-methylpiperazin-1-yl)pyridin-3-amine